[N+](=O)([O-])C1=CC=C(C=C1)N1CCN(CC1)C1CC2(CC1)CCNCC2 2-(4-(4-nitrophenyl)piperazin-1-yl)-8-azaspiro[4.5]decane